dimethyl-2-hydroxy-1-propyl-amine CN(CC(C)O)C